2-(5-chloro-1H-indol-3-yl)acetyl chloride ClC=1C=C2C(=CNC2=CC1)CC(=O)Cl